3,4-dihydroxybutyltriethanolamine chloride [Cl-].OC(CCC(N(CCO)CCO)CO)CO